O1N=C(C=C1)NC(C[N+]1(CCCCCC1)CC(=O)NC1=C(SC=C1C)C(=O)OC1CCNCC1)=O 1-(2-(isoxazol-3-ylamino)-2-oxoethyl)-1-(2-((4-methyl-2-((piperidin-4-yloxy)carbonyl)thiophen-3-yl)amino)-2-oxoethyl)azepan-1-ium